COC1=NC=C(C2=C1N=CS2)C2=CC=CC=C2 4-methoxy-7-phenyl-[1,3]thiazolo[4,5-c]pyridin